OC=1C=C(C=C(C1)O)C#CC1=CC(=C(C=C1)OC)O 3,5,3'-trihydroxy-4'-methoxytolan